N-hexylpyridine hexafluorophosphate salt F[P-](F)(F)(F)(F)F.C(CCCCC)N1CC=CC=C1